FC1=CC(=C(O[C@H]2[C@@H](CN(CC2)C2=CC(N(C=3C=CC(=NC23)C#N)C)=O)C)C=C1)C(F)(F)F 8-((3R,4R)-4-(4-Fluoro-2-(trifluoromethyl)phenoxy)-3-methylpiperidin-1-yl)-5-methyl-6-oxo-5,6-dihydro-1,5-naphthyridin-2-carbonitril